OC1(CCNCC1)C1=CC=C(C=C1)C1C(NC(CC1)=O)=O 3-(4-(4-hydroxypiperidin-4-yl)phenyl)piperidine-2,6-dione